C1(=C(C(=CC=C1)C)C)C(=O)[C@@](C(=O)O)(O)[C@@H](O)C(=O)O (-)-xyloyl-L-tartaric acid